4-bromo-2-(5-(trifluoromethyl)-1,3,4-oxadiazol-2-yl)-N-(4-(trifluoromethyl)phenyl)aniline BrC1=CC(=C(NC2=CC=C(C=C2)C(F)(F)F)C=C1)C=1OC(=NN1)C(F)(F)F